ethylinden C(C)C1C=CC2=CC=CC=C12